NC=1C2=C(N=CN1)C(=CC(=N2)C=2C=CC=CC2)NC(C)C 3-[4-amino-8-(isopropylamino)pyrido[3,2-d]Pyrimidin-6-yl]Benzene